tert-butyl (2-(4-((6-(benzyloxy)-2-(4-(methylsulfonyl)phenyl)naphthalen-1-yl)oxy)phenoxy)ethyl)(methyl)carbamate C(C1=CC=CC=C1)OC=1C=C2C=CC(=C(C2=CC1)OC1=CC=C(OCCN(C(OC(C)(C)C)=O)C)C=C1)C1=CC=C(C=C1)S(=O)(=O)C